C(C)OC(\C(\C(CCl)=O)=N/NC1=CC=C(C=C1)OC)=O (Z)-4-chloro-2-(2-(4-methoxyphenyl)hydrazono)-3-oxobutanoic acid ethyl ester